N1(CCOCC1)C=1C2=C(N=CN1)N(C(=C2)C2=CC=C(C=C2)NC(=O)C2=NC=CC(=C2)OC2CCN(CC2)C(=O)OC(C)(C)C)COCC[Si](C)(C)C tert-butyl 4-{[2-({4-[4-(morpholin-4-yl)-7-{[2-(trimethylsilyl)ethoxy]methyl}-7H-pyrrolo[2,3-d]pyrimidin-6-yl]phenyl}carbamoyl)pyridin-4-yl]oxy}piperidine-1-carboxylate